N1=CN=C(C=2OCCNC21)N 6,7-dihydropyrimido[5,4-b][1,4]oxazin-4-amine